3-(3-methoxyphenyl)azetidin-3-ol hydrochloride Cl.COC=1C=C(C=CC1)C1(CNC1)O